ClC1=CC=CC=2OC3=CC(=CC=C3C(C12)NC(=O)C=1C(NC=CC1)=O)Cl N-(1,6-dichloro-9H-xanthen-9-yl)-2-oxo-1,2-dihydropyridine-3-carboxamide